7-Hydroxy-8-(5-(4-hydroxyphenyl)-1-phenyl-4,5-dihydro-1H-pyrazol-3-yl)-2H-chromen-2-one OC1=CC=C2C=CC(OC2=C1C1=NN(C(C1)C1=CC=C(C=C1)O)C1=CC=CC=C1)=O